1-(7-(1-Methyl-1H-pyrazol-4-yl)benzo[4,5]imidazo[1,2-a]pyridin-3-yl)azetidin-3-yl methanesulfonate CS(=O)(=O)OC1CN(C1)C1=CC=2N(C=C1)C1=C(N2)C=C(C=C1)C=1C=NN(C1)C